propanesulfonic acid anion C(CC)S(=O)(=O)[O-]